C12CN(CC(CC1)O2)C(=O)C2=CC1=C(C=N2)C(=NN1CC(F)(F)F)C1=CN=C2N1C=CC=C2 3-[6-(8-Oxa-3-aza-bicyclo[3.2.1]octan-3-carbonyl)-1-(2,2,2-trifluoroethyl)-1H-pyrazolo[4,3-c]pyridin-3-yl]-imidazo[1,2-a]pyridin